5-bromo-6-isopropoxy-2-(tetrahydro-2H-pyran-2-yl)-2H-pyrazolo[3,4-b]Pyridine BrC1=CC=2C(N=C1OC(C)C)=NN(C2)C2OCCCC2